7-(1-methyl-1H-pyrazol-4-yl)-N-(2-methyl-5-(2-(2-methyl-6,7-dihydrooxazolo[4,5-c]pyridin-5(4H)-yl)acetamido)pyridin-3-yl)-[1,2,4]triazolo[4,3-a]pyridine-3-carboxamide CN1N=CC(=C1)C1=CC=2N(C=C1)C(=NN2)C(=O)NC=2C(=NC=C(C2)NC(CN2CC1=C(CC2)OC(=N1)C)=O)C